(S)-3-cyclopropoxy-4-(N-(3,5-dicyclopropylbenzyl)-2-(2,3,4,5,6-pentafluoro-N-(2-(trifluoromethyl)benzyl)phenyl-sulfonamido)propanamido)benzoic acid C1(CC1)OC=1C=C(C(=O)O)C=CC1N(C([C@H](C)N(S(=O)(=O)C1=C(C(=C(C(=C1F)F)F)F)F)CC1=C(C=CC=C1)C(F)(F)F)=O)CC1=CC(=CC(=C1)C1CC1)C1CC1